(S)-pyrrolidin-3-ylcarbamic acid tert-butyl ester C(C)(C)(C)OC(N[C@@H]1CNCC1)=O